Cl.FC(CNC1CCC(CC1)N)(F)F N4-(2,2,2-trifluoroethyl)cyclohexane-1,4-diamine hydrochloride